IC1=NN(C2=CC=C(C=C12)C#N)C 3-iodo-1-methylindazole-5-carbonitrile